N-[5-({5H,6H,7H,8H-pyrido[3,4-d]pyrimidin-2-yl}amino)pyridin-2-yl]acetamide N1=C(N=CC2=C1CNCC2)NC=2C=CC(=NC2)NC(C)=O